methyl 4-((5-(butylamino)-7-((4-methoxybenzyl)amino)-4-oxopyrimido[4,5-d]pyrimidin-3(4H)-yl) methyl)benzoate C(CCC)NC1=C2C(=NC(=N1)NCC1=CC=C(C=C1)OC)N=CN(C2=O)CC2=CC=C(C(=O)OC)C=C2